3,6-bis(3-amino-phenoxy)benzonorbornene NC=1C=C(OC2C3C4=C(C2CC3)C=C(C=C4)OC4=CC(=CC=C4)N)C=CC1